NC([C@H](C1=CC=CC=C1)NS(=O)(=O)C=1C=C(C=CC1C)NC(CN1N=CC(=C(C1=O)Cl)Cl)=O)=O (S)-N-(3-(N-(2-amino-2-oxo-1-phenylethyl)sulfamoyl)-4-methylphenyl)-2-(4,5-dichloro-6-oxopyridazin-1(6H)-yl)acetamide